N1-(6,7-dimethoxy-2-(4-methoxyphenyl)quinolin-4-yl)propane-1,3-diamine COC=1C=C2C(=CC(=NC2=CC1OC)C1=CC=C(C=C1)OC)NCCCN